Cl.NC1CN(CC(C1)C)C(=O)C1=CC2=C(N(C(=N2)C=2N(C3=CC=CC=C3C2)CC)C)C=C1 (3-amino-5-methylpiperidin-1-yl)(2-(1-ethyl-1H-indol-2-yl)-1-methyl-1H-benzo[d]imidazol-5-yl)methanone hydrochloride salt